C1CSNN1 thiadiazolidine